4,4'-bis(ethoxycarbonylvinyl)stilbene tert-butyl-3-(3-methoxy-3-oxo-propyl)-3-nitro-azetidine-1-carboxylate C(C)(C)(C)OC(=O)N1CC(C1)([N+](=O)[O-])CCC(=O)OC.C(C)OC(=O)C=CC1=CC=C(C=C1)C=CC1=CC=C(C=C1)C=CC(=O)OCC